ClC=1C=NC=C(C1CN1N=CC(=C1)N)Cl 1-((3,5-dichloropyridin-4-yl)methyl)-1H-pyrazol-4-amine